C1CCCCCCCCCOS1(=O)=O 10-decanesultone